O1[C@@H](CC1)NC (2S)-oxetan-2-yl-methylamine